2-([(5-ACETYL-2-ETHOXYPHENYL)METHYL](METHYL)AMINO)ACETIC ACID C(C)(=O)C=1C=CC(=C(C1)CN(CC(=O)O)C)OCC